NC1=CC(=C(C=C1)N1CCC(CC1)CN1CCN(CC1)C(=O)OC(C)(C)C)F t-butyl 4-{[1-(4-amino-2-fluorophenyl)piperidin-4-yl]methyl}piperazine-1-carboxylate